N1=C(C=CC2=CC=C3C(=C12)C=CC=C3)C3=CC=1C2(C4=CC=CC=C4C1C=C3)C3=CC=CC=C3C=3C=CC(=CC32)C3=NC2=C1C(=CC=C2C=C3)C=CC=C1 2,2'-bis(benzo[h]quinoline-2-yl)-9,9'-spirobifluorene